tert-butyl (R)-3-(4-methyl-3-((1-(naphthalen-1-yl)ethyl)carbamoyl) phenoxy)azetidine-1-carboxylate CC1=C(C=C(OC2CN(C2)C(=O)OC(C)(C)C)C=C1)C(N[C@H](C)C1=CC=CC2=CC=CC=C12)=O